C(C1=CC=CC=C1)O[C@@H](COC[C@@H]1N(COC1=O)C(=O)OCC1=CC=CC=C1)C benzyl (S)-4-(((R)-2-(benzyloxy) propoxy) methyl)-5-oxooxazolidine-3-carboxylate